F[B-](F)(F)F.C1(CCC(N1[NH+]=C(O)N)=O)=O (N-succinimidyl)uronium Tetrafluoroborat